Methyl (S)-3-(4-(benzyloxy)phenyl)-2-(2-(1-(3-(3,5-dichlorophenyl)propanoyl)piperidin-4-yl)acetamido)propanoate C(C1=CC=CC=C1)OC1=CC=C(C=C1)C[C@@H](C(=O)OC)NC(CC1CCN(CC1)C(CCC1=CC(=CC(=C1)Cl)Cl)=O)=O